(7S)-7-Methyl-3-(2-{[(1-methyl-1H-pyrazol-3-yl)methyl]amino}ethyl)-2-[2-(1H-pyrazol-1-yl)ethyl]-3H,6H,7H,8H,9H-imidazo[4,5-f]chinolin C[C@@H]1NC2=CC=C3C(=C2CC1)N=C(N3CCNCC3=NN(C=C3)C)CCN3N=CC=C3